O1CCN(CC1)C1=CC=CC(=N1)C(=O)OC(C)(C)C tert-Butyl 6-morpholinopyridine-2-carboxylate